Tert-butyl N-(1-(4-(4-cyano-3-fluorophenyl)-3-(cyanomethyl)-5-(3-hydroxy-4-methoxyphenyl)pyridin-2-yl)piperidin-4-yl)carbamate C(#N)C1=C(C=C(C=C1)C1=C(C(=NC=C1C1=CC(=C(C=C1)OC)O)N1CCC(CC1)NC(OC(C)(C)C)=O)CC#N)F